(2,3,5,6-tetrafluoro-4-(((4-fluoro-5,5-dimethyl-4,5-dihydroisoxazol-3-yl)thio)methyl)phenyl)methanol FC1=C(C(=C(C(=C1F)CSC1=NOC(C1F)(C)C)F)F)CO